C1(CCCCC1)N1C=C(C2=C1N=CN=C2N2[C@H](CN(CC2)C(=O)OC(C(F)(F)F)(C)C)C)N2CCCC2 1,1,1-trifluoro-2-methylpropan-2-yl (S)-4-(7-cyclohexyl-5-(pyrrolidin-1-yl)-7H-pyrrolo[2,3-d]pyrimidin-4-yl)-3-methylpiperazine-1-carboxylate